1-(2,5-Bis(trifluoromethyl)phenyl)-3-(4-methyl-5-(2-(methylamino)-pyrimidin-4-yl)thiazol-2-yl)urea FC(C1=C(C=C(C=C1)C(F)(F)F)NC(=O)NC=1SC(=C(N1)C)C1=NC(=NC=C1)NC)(F)F